N-(1-cyclobutyl-3-(3,3-difluoro-1-methylcyclobutyl)-4-methyl-1H-pyrazol-5-yl)-2-(1-methyl-cyclopropyl)acetamide C1(CCC1)N1N=C(C(=C1NC(CC1(CC1)C)=O)C)C1(CC(C1)(F)F)C